C(#N)C=1C(=CC(=C(O[C@H]2C(CNCC2)(F)F)C1)OC)[N+](=O)[O-] (R)-4-(5-cyano-2-methoxy-4-nitrophenoxy)-3,3-difluoropiperidine